C(C1=CC=CC=C1)OCC1=NN(C(N1CC)=O)C=1C=C2C(=CN(C(C2=CC1)=O)C1=C(C=C(C=C1F)[N+](=O)[O-])Cl)C(=C)C(F)(F)F 6-(3-((benzyloxy)methyl)-4-ethyl-5-oxo-4,5-dihydro-1H-1,2,4-triazol-1-yl)-2-(2-chloro-6-fluoro-4-nitrophenyl)-4-(3,3,3-trifluoroprop-1-en-2-yl)isoquinolin-1(2H)-one